O1COC2=C1C=CC(=C2)CC2(NC(=NC(=C2)C2=CC=NC=C2)N)N 4-(benzo[d][1,3]dioxol-5-ylmethyl)-6-(pyridin-4-yl)pyrimidine-2,4-diamine